sulfoxybenzotrifluoride O(S(=O)(=O)O)C1=C(C=CC=C1)C(F)(F)F